FC(C(C(=O)NC(C#CC1=CC=CC2=C1COCCN2C2=NC=1N(C3=CC=CC(=C23)F)C(=NN1)C)(C)C)(C)C)(C)F 3,3-Difluoro-N-[3-[1-(6-fluoro-1-methyl-[1,2,4]triazolo[4,3-a]quinazolin-5-yl)-3,5-dihydro-2H-4,1-benzoxazepin-6-yl]-1,1-dimethyl-prop-2-ynyl]-2,2-dimethyl-butanamide